2-((2,3-dihydrobenzo[b][1,4]dioxin-6-yl)sulfonyl)-2,4,5,6-tetrahydropyrrolo[3,4-c]pyrazole O1C2=C(OCC1)C=C(C=C2)S(=O)(=O)N2N=C1C(=C2)CNC1